1-(1H-imidazol-1-yl)imidazo[1,5-a]pyridine-3-carboxylic acid N1(C=NC=C1)C=1N=C(N2C1C=CC=C2)C(=O)O